2-[[8-chloro-6-(trifluoromethyl)-[1,2,4]triazolo[4,3-a]pyridin-3-yl]amino]propanamide ClC=1C=2N(C=C(C1)C(F)(F)F)C(=NN2)NC(C(=O)N)C